CC(COC1=C2NC(N(C2=NC=N1)COCC[Si](C)(C)C)=O)=C 6-((2-methylallyl)oxy)-9-((2-(trimethylsilyl)ethoxy)methyl)-7,9-dihydro-8H-purin-8-one